FC1=C(C=C(C=C1)[C@H]1[C@@H](C1)C=1N=NC(=CC1)C1=NC=CC=N1)OC trans-3-(2-(4-Fluoro-3-methoxyphenyl)cyclopropyl)-6-(pyrimidin-2-yl)pyridazine